CN(C(=O)C1CN(C1)C=1C=CC2=C([Si](C3=C(C=CC(=C3)N3CC(C3)C(N(C)C)=O)C23OC(C2=CC=C(C=C32)C(=O)O)=O)(C)C)C1)C 3,7-bis(3-(dimethylcarbamoyl)azetidin-1-yl)-5,5-dimethyl-3'-oxo-3'H,5H-spiro[dibenzo[b,e]siline-10,1'-isobenzofuran]-6'-carboxylic acid